ethylenebis(4-sec-butyl-6-tert-butylphenol) C(CC1=C(C(=CC(=C1)C(C)CC)C(C)(C)C)O)C1=C(C(=CC(=C1)C(C)CC)C(C)(C)C)O